C(CC1=CC=CC=C1)C=1C=C2C(=CC(=NC2=CC1)\C=C\1/C(NC(S1)=O)=O)C1=CC=CC=C1 (E)-5-((6-phenethyl-4-phenylquinolin-2-yl)methylene)thiazolidine-2,4-dione